(2R,4S)-2-methyl-1-[3-nitro-5-(trifluoromethyl)-2-pyridyl]piperidin-4-ol Methyl-3-(5-(benzo[b]thiophen-4-yl)thiophen-2-yl)-3-oxopropanoate CC(C(=O)O[C@@H]1C[C@H](N(CC1)C1=NC=C(C=C1[N+](=O)[O-])C(F)(F)F)C)C(=O)C=1SC(=CC1)C1=CC=CC=2SC=CC21